S(=O)(=O)(C1=CC=C(C)C=C1)O\N=C(\C1=CC=CC=C1)/C#N (Z)-N-(tosyloxy)benzimidoyl cyanide